2-[2-(3,3-difluorocyclobutyl)-3-methyl-pyrazolo[3,4-b]pyridin-6-yl]-3-methyl-5-(trifluorometh-yl)phenol FC1(CC(C1)N1N=C2N=C(C=CC2=C1C)C1=C(C=C(C=C1C)C(F)(F)F)O)F